N=1N(N=CC1)C1=C(C=C(C=N1)NC(=O)C=1C=NN(C1C1CC1)C1=CN=C2C3=C(C=CC=C13)C(N2)=O)C(F)(F)F N-(6-(2H-1,2,3-triazol-2-yl)-5-(trifluoromethyl)pyridin-3-yl)-5-cyclopropyl-1-(2-oxo-1,2-dihydropyrrolo[4,3,2-ij]isoquinolin-6-yl)-1H-pyrazole-4-carboxamide